(2S)-3-methyl-2-{methyl[4-(prop-2-enoyl)-1-propyl-1,4,9-triazaspiro[5.5]undecan-9-yl]carbonylamino}butanoic acid, lithium salt [Li+].CC([C@@H](C(=O)[O-])N(C(=O)N1CCC2(CN(CCN2CCC)C(C=C)=O)CC1)C)C